1-((S)-1-(5-fluoropyridin-3-yl)ethyl)-4-oxo-6-((1R,2R)-2-(pyrimidin-2-yl)cyclobutyl)-4,5-dihydro-1H-pyrazolo[3,4-d]pyrimidine-3-carbonitrile FC=1C=C(C=NC1)[C@H](C)N1N=C(C2=C1N=C(NC2=O)[C@H]2[C@@H](CC2)C2=NC=CC=N2)C#N